C(C)(C)(C)OOC1(CCCCC1)OOC(C)(C)C 1,1-Di-(t-butylperoxy)cyclohexane